C(C)C=1C(=CC=C2C=C(C=C(C12)C1=C(C=2N=C(N=C(C2C=N1)N1C[C@@](CCC1)(O)C)OCC12CN(CC2C1)C)F)O)F (3R)-1-(7-(8-ethyl-7-fluoro-3-hydroxynaphthalen-1-yl)-8-fluoro-2-((3-methyl-3-azabicyclo[3.1.0]hexan-1-yl)methoxy)pyrido[4,3-d]pyrimidin-4-yl)-3-methylpiperidin-3-ol